C(C)(C)(C)OC(=O)NCC=1C=C2C(=CN1)N(CC2)C(=O)OC(C)(C)C tert-butyl 5-(((tert-butoxycarbonyl)amino)methyl)-2,3-dihydro-1H-pyrrolo[2,3-c]pyridine-1-carboxylate